2',6-Dihydroxy-5'-(2-propenyl)[1,1'-biphenyl]-3-carboxaldehyde OC1=C(C=C(C=C1)CC=C)C1=CC(=CC=C1O)C=O